CC1=NC=CC=C1S(=O)(=O)C1=CC=C(C=C1)CNC(=O)C1=CC=2C=NC=CC2N1 N-{[4-(2-methylpyridine-3-sulfonyl)phenyl]methyl}-1H-pyrrolo[3,2-c]pyridine-2-carboxamide